ClC1=C(C(=CC=C1)Cl)N1CC(C1)C1=CC=C(C=C1)CN1CC(C1)(C)OC(C)=O acetic acid [1-[[4-[1-(2,6-dichlorophenyl) azetidin-3-yl] phenyl] methyl]-3-methyl-azetidin-3-yl] ester